NC1=C(C=C(C=2C(C3=CC=CC=C3C(C12)=O)=O)O)OC1=CC=C(C=C1)S(=O)(=O)N(CCO)CCO 4-((1-amino-4-hydroxy-9,10-dioxo-9,10-dihydroanthracen-2-yl)oxy)-N,N-bis(2-hydroxyethyl)benzenesulfonamide